CN1N=C2N=C(C(=CC2=C1)NC(=O)N1CCC=2C1=NC=CC2N2CC(NCC2)(C)C)C N-(2,6-dimethyl-2H-pyrazolo[3,4-b]pyridin-5-yl)-4-(3,3-dimethylpiperazin-1-yl)-2,3-dihydro-1H-pyrrolo[2,3-b]pyridine-1-carboxamide